C(CCC\C=C/C\C=C/C\C=C/C\C=C/C\C=C/CC)(=O)OCCCC(OC(NCCOCCN(C)C)=O)CCCOC(CCC\C=C/C\C=C/C\C=C/C\C=C/C\C=C/CC)=O 11-(3-{[(5Z,8Z,11Z,14Z,17Z)-1-oxoicosa-5,8,11,14,17-pentaenyl] oxy} propyl)-2-methyl-9-oxo-2,8-diaza-5,10-dioxatetradecan-14-yl (5Z,8Z,11Z,14Z,17Z)-icosa-5,8,11,14,17-pentaenoate